N2-(3-(cyclohex-1-en-1-yl)-7-methoxy-6-(4-methoxyphenyl)-2-phenylpyrazolo[1,5-a]pyrimidin-5-yl)-1,3,5-triazine-2,4-diamine C1(=CCCCC1)C=1C(=NN2C1N=C(C(=C2OC)C2=CC=C(C=C2)OC)NC2=NC=NC(=N2)N)C2=CC=CC=C2